(1S,2S)-2-(((6-(5-((6-isopropoxypyrazin-2-yl)amino)-1-methyl-1H-1,2,3-triazol-4-yl)-2-methylpyridin-3-yl)oxy)methyl)cyclohexane-1-carboxylic acid C(C)(C)OC1=CN=CC(=N1)NC1=C(N=NN1C)C1=CC=C(C(=N1)C)OC[C@@H]1[C@H](CCCC1)C(=O)O